O=C1N(CCC(N1)=O)C1=C(CN2CCN(CC2)CCNC(=O)C2=CC3=C(O2)C(C2=CC=CC=C2C3=O)=O)C=CC=C1 N-(2-(4-(2-(2,4-dioxotetrahydropyrimidin-1(2H)-yl)benzyl)piperazin-1-yl)ethyl)-4,9-dioxo-4,9-dihydronaphtho[2,3-b]furan-2-carboxamide